C(CC(=C)C1CCCCC1)C1CCCCC1 but-3-ene-1,3-diyldicyclohexane